5-(2-(Tert-butyl)-1H-pyrrolo[2,3-b]pyridin-4-yl)-7-(3,3-dimethylbut-1-yn-1-yl)-1H-indazol-3-amine C(C)(C)(C)C1=CC=2C(=NC=CC2C=2C=C3C(=NNC3=C(C2)C#CC(C)(C)C)N)N1